C(C)N(S(=O)(=O)C1=CC=C(C=C1)S(=O)(=O)N1C[C@@H](CCC1)C(=O)N(C1COC1)C)CC (R)-1-((4-(N,N-diethylsulfamoyl)phenyl)sulfonyl)-N-methyl-N-(oxetan-3-yl)piperidine-3-carboxamide